6-(4-((S)-2-oxo-3-((S)-2-((6-oxo-5-(trifluoromethyl)-1,6-dihydropyridazin-4-yl)amino)propoxy)pyrrolidin-1-yl)piperidin-1-yl)nicotinonitrile O=C1N(CC[C@@H]1OC[C@H](C)NC=1C=NNC(C1C(F)(F)F)=O)C1CCN(CC1)C1=NC=C(C#N)C=C1